C(C)OC=1C=C(C=CC1OC)[C@@H](CS(=O)(=O)C)N (S)-1-(3-ETHOXY-4-METHOXYPHENYL)-2-METHANESULFONYLETHYLAMINE